(S)-4-(5-(5-fluoro-2-methoxypyridin-4-yl)-1H-pyrazole-3-carbonyl)-N-((3r,6r)-1-methyl-6-(trifluoromethyl)piperidin-3-yl)-4-azaspiro[2.5]octane-7-carboxamide FC=1C(=CC(=NC1)OC)C1=CC(=NN1)C(=O)N1C2(CC2)C[C@H](CC1)C(=O)N[C@H]1CN([C@H](CC1)C(F)(F)F)C